C(#N)C1=CC2=C(N=C(S2)NC=2C=C(C(=O)NC3CNCCC3)C=CN2)C=C1 2-((6-cyanobenzo[d]thiazol-2-yl)amino)-N-(piperidin-3-yl)isonicotinamide